sodium potassium magnesium salt [Mg].[K].[Na]